CC1(OB(OC1(C)C)\C=C/C(=O)OCC)C ethyl (Z)-3-(4,4,5,5-tetramethyl-1,3,2-dioxaborolan-2-yl)prop-2-enoate